(2-(diethylamino)-2-oxoethyl)(methyl)carbamoyl chloride C(C)N(C(CN(C(=O)Cl)C)=O)CC